8-bromo-6-fluoro-1-methyl-2',3',5',6'-tetrahydrospiro-[isochromane-4,4'-pyran]-3-one BrC=1C=C(C=C2C1C(OC(C21CCOCC1)=O)C)F